O=C(COCCC)N1CCN(CC1)C1=NC=C(C=N1)C(F)(F)F 1-(2-oxo-2-(4-(5-(trifluoromethyl)pyrimidin-2-yl)piperazin-1-yl)ethoxy)propan